C(C)(C)(C)OC(=O)NN hydrazinocarboxylic acid tert-butyl ester